CN1C=NC2=C1C=C(C=C2)N2C=C1C=CC(=NC1=C(C2=O)C=2C=NC(=CC2)OC(F)(F)F)OCC(F)(F)F 6-(1-methyl-1H-benzo[d]imidazol-6-yl)-2-(2,2,2-trifluoroethoxy)-8-(6-(trifluoromethoxy)pyridin-3-yl)-1,6-naphthyridin-7(6H)-one